N1=C(C=CC=C1)C(N)C(=O)O 2-(2-pyridyl)-glycine